2,6-dichloro-para-nitroaniline ClC1=C(N)C(=CC(=C1)[N+](=O)[O-])Cl